C(C)(C)(C)OC(=O)N[C@@H](CCCCC1=NC=CC(=C1)N(C(OC(C)(C)C)=O)C1=CC(=NN1C(C)(C)C)[C@@H]1C[C@@H](CC1)O)C tertbutyl (2-((R)-5-((tert-butoxycarbonyl)amino)hexyl)pyridin-4-yl)(1-(tert-butyl)-3-((1S,3R)-3-hydroxycyclopentyl)-1H-pyrazol-5-yl)carbamate